6-chloro-5-fluoro-N-(1-(2-((4-methoxybenzyl)amino)pyridin-3-yl)ethyl)-N-methyl-2-(methylsulfonyl)pyrimidin-4-amine ClC1=C(C(=NC(=N1)S(=O)(=O)C)N(C)C(C)C=1C(=NC=CC1)NCC1=CC=C(C=C1)OC)F